2,2'-dibromo-4,4'-diaminobiphenyl BrC1=C(C=CC(=C1)N)C1=C(C=C(C=C1)N)Br